(-)-1-(3-(Aminomethyl)phenyl)-N-(5-((cyclopropylmethoxy)(pyridin-3-yl)methyl)-2-fluorophenyl)-3-(trifluoromethyl)-1H-pyrazole-5-carboxamide NCC=1C=C(C=CC1)N1N=C(C=C1C(=O)NC1=C(C=CC(=C1)C(C=1C=NC=CC1)OCC1CC1)F)C(F)(F)F